N[C@@H](CC(=O)O)C(=O)O.CC(C)CCC[C@@H](C)[C@H]1CC[C@H]2[C@@H]3CC=C4C[C@@H](O)CC[C@]4(C)[C@H]3CC[C@]12C cholesterol aspartate